C(C)(=O)NC(C(=O)O)CCCC 2-(acetylamino)hexanoic acid